2-(1-acetylpiperidin-4-yl)-9-(1-((6-chloro-2-(1-methyl-1H-pyrazol-4-yl)pyridin-3-yl)amino)ethyl)-4,7-dimethyl-2,4-dihydro-5H-pyrazolo[3,4-c]isoquinolin-5-one C(C)(=O)N1CCC(CC1)N1N=C2N(C(C=3C=C(C=C(C3C2=C1)C(C)NC=1C(=NC(=CC1)Cl)C=1C=NN(C1)C)C)=O)C